C1(CCC1)C=1NC(=NN1)C1CC2(CN(C2)C(=O)N2CC3(C2)CC(C3)CC3=C(C=C(C=C3)F)S(=O)(=O)C)C1 [6-(5-cyclobutyl-4H-1,2,4-triazol-3-yl)-2-azaspiro[3.3]heptan-2-yl]-[6-[(4-fluoro-2-methylsulfonyl-phenyl)methyl]-2-azaspiro[3.3]heptan-2-yl]methanone